3,8-difluoro-4-methoxy-2-phenylquinoline-7-carbonyl chloride FC=1C(=NC2=C(C(=CC=C2C1OC)C(=O)Cl)F)C1=CC=CC=C1